CC1=CC2=C(N=C(S2)C2=CC=C(C=C2)C2N(CCC(C2)C(=O)N)S(=O)(=O)C=2SC=CC2)C=C1 (4-(6-methylbenzo[d]thiazol-2-yl)phenyl)-1-(thiophen-2-ylsulfonyl)piperidine-4-carboxamide